benzodioxanedisulfonic acid O1C(COC2=C1C=CC=C2)(S(=O)(=O)O)S(=O)(=O)O